ClC1=CC2=C(N=CN(C2=O)CC2(CCN(CC2)C(C2=CC(=CC=C2)Cl)=O)O)N1C1=CC=C(C=C1)[C@H]1NC[C@@H](OC1)C 6-chloro-3-((1-(3-chlorobenzoyl)-4-hydroxypiperidin-4-yl)methyl)-7-(4-((3r,6s)-6-methylmorpholin-3-yl)phenyl)-3,7-dihydro-4H-pyrrolo[2,3-d]pyrimidin-4-one